7-hydroxy-3-methyl-ketocoumarin OC1=CC=C2C(C(C(OC2=C1)=O)C)=O